P(=O)(O)(O)OC1[C@H](O)[C@@H](O)[C@H](O[C@H]2[C@H](O)[C@@H](O)[C@@H](O)[C@H](O2)CO)[C@H](O1)CO phospholactose